(S)-N-(8-cyano-5-methyl-4-oxo-2,3,4,5-tetrahydrobenzo[b][1,4]oxazepine-3-yl)-3-(2,4-difluorophenyl)imidazo[2,1-b]thiazole-6-carboxamide C(#N)C=1C=CC2=C(OC[C@@H](C(N2C)=O)NC(=O)C=2N=C3SC=C(N3C2)C2=C(C=C(C=C2)F)F)C1